FC1=CC(=C(OCCCC(=O)O)C=C1)C1=NN(C(=C1)C1=C(C=CC=C1)C(F)(F)F)C1=CC=CC=C1 4-(4-fluoro-2-(1-phenyl-5-(2-(trifluoromethyl)phenyl)-1H-pyrazol-3-yl)phenoxy)butanoic acid